CC(C)OC1=C(C=C2C=CN=C(C2=C1)OC[C@@H]1NCCC1)C(=O)N 7-(prop-2-yloxy)-1-[(2R)-pyrrolidin-2-ylmethoxy]isoquinoline-6-carboxamide